2-(2-Bromo-1-chloroethyl)pyridine BrCC(Cl)C1=NC=CC=C1